Cl.C(#N)C=1C(=NC(=C(C1CC)C#N)N1CCC2(CCCN(C2)CC2CC2)CC1)SC(C(=O)N)C1=CC=CC=C1 2-((3,5-dicyano-6-(2-(cyclopropylmethyl)-2,9-diazaspiro[5.5]undecan-9-yl)-4-ethylpyridin-2-yl)sulfanyl)-2-phenylacetamide hydrochloride